Cl.Cl.C(C)(C)(C)C1=NN(C(=C1)NC(=O)NC1=C(C=C(C=C1)OC1=CC(=NC=C1)C(NC)=O)F)C=1C=C2C=CC=NC2=CC1 1-(3-tert-butyl-1-(quinolin-6-yl)-1H-pyrazol-5-yl)-3-(2-fluoro-4-(2-(methylcarbamoyl)pyridin-4-yloxy)phenyl)urea dihydrochloride